(1R,3S,5R)-N-(6-bromo-3-methylpyridin-2-yl)-2-(2-(3-cyano-7-methyl-5-(2-methylpyrimidin-5-yl)-1H-indazol-1-yl)acetyl)-5-methyl-2-azabicyclo[3.1.0]hexane-3-carboxamide BrC1=CC=C(C(=N1)NC(=O)[C@H]1N([C@@H]2C[C@@]2(C1)C)C(CN1N=C(C2=CC(=CC(=C12)C)C=1C=NC(=NC1)C)C#N)=O)C